ClC1=C(C=NN1C)S(=O)(=O)NC=1C=CC(=C2C(=CNC12)C#N)Cl 5-Chloro-N-(4-chloro-3-cyano-1H-indol-7-yl)-1-methyl-pyrazol-4-sulfonamid